P(=O)(O)(O)O.FC1=C(C=CC(=C1)F)S(=O)(=O)NC=1C(=NC=C(C1)C=1C=C2C(=NC=NC2=CC1)N1CCN(CC1)C(\C=C\C(C)=O)=O)OC (E)-2,4-difluoro-N-(2-methoxy-5-(4-(4-(4-oxopent-2-enoyl)piperazin-1-yl)quinazolin-6-yl)pyridin-3-yl)benzenesulfonamide phosphate